(R)-8-(6-((2-(trifluoromethyl)pyridin-3-yl)thio)-1H-imidazo[4,5-b]pyrazin-2-yl)-8-azaspiro[4.5]decan-1-amine FC(C1=NC=CC=C1SC1=CN=C2C(=N1)NC(=N2)N2CCC1(CCC[C@H]1N)CC2)(F)F